CN[C@@H](C(C)C)C(=O)O N-methyl-valin